CC1=NN(C(=C1C(=O)N[C@@H](C(C)C)C(=O)N[C@H](CCC(=O)OCC)C(=O)OCC)C)C=1C=NC=CC1 Diethyl (3,5-dimethyl-1-(pyridin-3-yl)-1H-pyrazole-4-carbonyl)-L-valyl-D-glutamate